N1C=CC=NC2=C1C=CC=C2 [1,5]benzodiazepin